N-cyclobutyl-3-((13S,15R)-13-methyl-17-oxo-7,8,9,11,12,13,14,15,16,17-decahydro-6H-cyclopenta[a]phenanthren-15-yl)propanamide C1(CCC1)NC(CC[C@H]1C2C3CCC=4C=CC=CC4C3CC[C@@]2(C(C1)=O)C)=O